[(2R,5S)-5-[[3-[3-(trifluoromethyl)phenyl]imidazo[1,2-b]pyridazin-6-yl]amino]tetrahydropyran-2-yl]methanol FC(C=1C=C(C=CC1)C1=CN=C2N1N=C(C=C2)N[C@H]2CC[C@@H](OC2)CO)(F)F